C(C)(=O)N1CCN(CC1)C=1C=C2CCN(C(C2=CC1)=O)C(C(CN1CC2=CC=CC=C2CC1)O)C 6-(4-acetylpiperazin-1-yl)-2-[3-(3,4-dihydro-1H-isoquinolin-2-yl)-2-hydroxy-1-methyl-propyl]-3,4-dihydroisoquinolin-1-one